N-[3-[2-(difluoromethoxy)-5-isopropylsulfanyl-phenyl]-1-[2-[4-[methyl(oxetan-3-yl)amino]-1-piperidyl]-2-oxo-ethyl]pyrazol-4-yl]pyrazolo[1,5-a]pyrimidine-3-carboxamide FC(OC1=C(C=C(C=C1)SC(C)C)C1=NN(C=C1NC(=O)C=1C=NN2C1N=CC=C2)CC(=O)N2CCC(CC2)N(C2COC2)C)F